ClC1=NC(=NC=C1)CNC(=O)C=1N=NN(C1)CC=1N=C2N(C=C(C=C2)C2CC2)C1 N-((4-chloropyrimidin-2-yl)methyl)-1-((6-cyclopropylimidazo[1,2-a]pyridin-2-yl)methyl)-1H-1,2,3-triazole-4-carboxamide